Docosyl (S)-2-amino-3-(3,5-difluorophenyl)propanoate N[C@H](C(=O)OCCCCCCCCCCCCCCCCCCCCCC)CC1=CC(=CC(=C1)F)F